2-(2-((2-chlorophenyl)thio)-6-fluorophenyl)-1,3-dioxolane ClC1=C(C=CC=C1)SC1=C(C(=CC=C1)F)C1OCCO1